N-cyclopentyl-2-(1-ethylpiperidin-4-yl)-7-methylbenzo[d]-thiazole-6-carboxamide C1(CCCC1)NC(=O)C1=C(C2=C(N=C(S2)C2CCN(CC2)CC)C=C1)C